[N+](=O)([O-])C1=CC=C(C=C1)S(=O)(=O)O.BrC=1C=C2C(=NC1)C(NS2(=O)CC)=N 6-bromo-1-ethyl-1-oxo-isothiazolo[4,5-b]pyridin-3-imine 4-nitrobenzenesulfonic acid salt